ClC1=CC=C(C(=N1)C#N)N[C@H](C)C=1C=C(C=C2C(C(=C(OC12)C=1C=NNC1)C)=O)C 6-Chloro-3-[[(1R)-1-[3,6-dimethyl-4-oxo-2-(1H-pyrazol-4-yl)chromen-8-yl]ethyl]amino]pyridine-2-carbonitrile